C(\C=C/C(=O)O)(=O)O.C=CCCOC(=O)NC=1C=C2C=3CC(CCC3NC2=CC1)CNC(C)C 6-(1-buten-4-yloxy)carbonylamino-3-(isopropyl)aminomethyl-1,2,3,4-tetrahydro-9H-carbazole maleate